(1S,2R,3R,4S,5S)-3,5-bis(tert-butyldiphenylsiloxy)-1,2-dihydroxy-4-trifluoromethanesulfonyloxycyclohexane-1-carboxylic acid ethyl ester C(C)OC(=O)[C@]1([C@@H]([C@H]([C@H]([C@H](C1)O[Si](C1=CC=CC=C1)(C1=CC=CC=C1)C(C)(C)C)OS(=O)(=O)C(F)(F)F)O[Si](C1=CC=CC=C1)(C1=CC=CC=C1)C(C)(C)C)O)O